ClC=1C=C(C(=C2C=CN(C12)C(=O)OC(C)(C)C)CN1[C@@H](CN(CC1)CC(F)(F)F)C1=CC=C(C=C1)C(=O)OC)OC tert-butyl (R)-7-chloro-5-methoxy-4-((2-(4-(methoxycarbonyl)phenyl)-4-(2,2,2-trifluoroethyl)piperazin-1-yl)methyl)-1H-indole-1-carboxylate